FC1=C2C=CNC(C2=CC=C1)=O 5-fluoroisoquinolin-1(2H)-one